N1(CC1)CCC(=O)O.N1(CC1)CCC(=O)O.C1(=CC=CC=C1)O.C1(=CC=CC=C1)O diphenol di(β-aziridinylpropionate)